C(CCCCCCCCCCC)(=O)[O-].C(CCCCCCCCCCC)(=O)[O-].C(CCCCCCCCCCC)(=O)[O-].[Bi+3] bismuth trilaurate